C(C1=CC=CC=C1)OC1CCN(CC1)CC(F)(F)F 4-(benzyloxy)-1-(2,2,2-trifluoroethyl)piperidine